BrC=1C=C2CC(CC2=CC1)NC1=NC=C(C=N1)C1=NNC(O1)=O 5-(2-((5-bromo-2,3-dihydro-1H-inden-2-yl)amino)pyrimidin-5-yl)-1,3,4-oxadiazol-2(3H)-one